ClC=1C(=CC(=NC1)F)SC=1N=CC(=NC1)N1CCC2(CC1)[C@@H](C=1C(=NC=CC1)C2)N (S)-1'-(5-((5-chloro-2-fluoropyridin-4-yl)thio)pyrazin-2-yl)-5,7-dihydrospiro[cyclopenta[b]pyridine-6,4'-piperidin]-5-amine